7-hydroxy-8-(5-methyl-2-(prop-1-en-2-yl)phenyl)-5-pentyl-2,2-diphenyl-4H-benzo[d][1,3]dioxin-4-one OC=1C=C(C2=C(OC(OC2=O)(C2=CC=CC=C2)C2=CC=CC=C2)C1C1=C(C=CC(=C1)C)C(=C)C)CCCCC